C(C)(C)(C)OC(=O)C1=CC2=C(CN(CC2)CCNC2=NC=CC3=CC=C(C=C23)C2=NOC(=N2)C)S1 6-[2-[[7-(5-methyl-1,2,4-oxadiazol-3-yl)-1-isoquinolinyl]amino]ethyl]-5,7-dihydro-4H-thieno[2,3-c]pyridine-2-carboxylic acid tert-butyl ester